ethylene glycol propiolate C(C#C)(=O)OCCO